1-phenyl-4H,5H,6H-pyrrolo[1,2-b]pyrazol-2-one C1(=CC=CC=C1)N1N2C(=CC1=O)CCC2